COCC1=C(C=CC=C1)N1/C(/SCC1=O)=N/C(OCCC1=CC=C(C=C1)C1=NN(C=N1)C1=CC=C(C=C1)OC(F)(F)F)=O 4-(1-(4-(trifluoromethoxy)phenyl)-1H-1,2,4-triazol-3-yl)phenethyl (Z)-(3-(2-(methoxymethyl)phenyl)-4-oxothiazolidin-2-ylidene)carbamate